C1(=CC=C(C=C1)C1CC(C(C(C1)=O)=CNCCN1CCN(CC1)S(=O)(=O)C1=CC=C(C)C=C1)=O)C 5-(p-tolyl)-2-(((2-(4-tosylpiperazin-1-yl)ethyl)amino)methylene)cyclohexane-1,3-dione